[Si](C)(C)(C(C)(C)C)OC[C@@H](CC)N (R)-1-((tert-butyldimethylsilyl)oxy)butan-2-amine